ClC=1C=CC(=C(C1)S(=O)(=O)Cl)OCCCl 5-chloro-2-(2-chloroethoxy)benzenesulfonyl chloride